3-isopropyl-3,6,7,7a,8,9,10,11-octahydro-2H-oxazolo[2,3-j]quinolin-5-one C(C)(C)C1COC23CCCCC3CCC(N21)=O